2-methylphenyl pivalate C(C(C)(C)C)(=O)OC1=C(C=CC=C1)C